3-Amino-6-bromo-5-trifluoromethyl-pyridine-2-carboxylic acid (3,3,3-trifluoro-2-hydroxy-propyl)-amide FC(C(CNC(=O)C1=NC(=C(C=C1N)C(F)(F)F)Br)O)(F)F